C[C@]1(C(NC(N1)=O)=O)C1=CC=C(C=C1)C(=O)N1CCC(CC1)C=1OC(=NN1)C1=CC=C(C=C1)C (R)-5-methyl-5-{4-[4-(5-p-tolyl-[1,3,4]oxadiazol-2-yl)piperidine-1-carbonyl]phenyl}imidazolidine-2,4-dione